9-phenethyl-1-oxa-4,9-diazaspiro[5.5]undecan-3-one C(CC1=CC=CC=C1)N1CCC2(CNC(CO2)=O)CC1